O1COC2=C1C=CC(=C2)C(C=2C(=NC=C(C2)Br)O)C2=CC1=C(OCO1)C=C2 3-(bis(benzo[d][1,3]dioxol-5-yl)methyl)-5-bromopyridin-2-ol